ClC=1C=NC(=C(C(=O)NC2CCC3=CC=CC=C23)C1)OCC 5-chloro-N-(2,3-dihydro-1H-inden-1-yl)-2-ethoxynicotinamide